FC=1C=C(C=C(C1)F)C1CC(C=2N1C=CN2)O 5-(3,5-difluorophenyl)-6,7-dihydro-5H-pyrrolo[1,2-a]imidazol-7-ol